3-(1'-Oxo-1',9'-dihydro-7'H-spiro[piperidine-4,8'-pyrano[3,2-e]isoindol]-2'(3'H)-yl)piperidine-2,6-dione O=C1N(CC=2C=CC3=C(C12)CC1(CO3)CCNCC1)C1C(NC(CC1)=O)=O